3-Hydroxy-2,4-dimethyl-2,4-bis(hydroxymethyl)-1,5-pentandiol OC(C(CO)(CO)C)C(CO)(CO)C